4-p-tolylthiosemicarbazide C1(=CC=C(C=C1)NC(NN)=S)C